BrC=1C=C(SC1)[C@@H](C)NC1=NC(=NC2=CC(=C(C=C12)C1CCC(CC1)C(=O)N1CCN(CC1)CC1CCC2(CCN(CC2)C(=O)O)CC1)OC)C 9-((4-((1R,4R)-4-(4-(((R)-1-(4-bromothiophen-2-yl)ethyl)amino)-7-methoxy-2-Methylquinazolin-6-yl)cyclohexane-1-carbonyl)piperazin-1-yl)methyl)-3-azaspiro[5.5]undecan-3-carboxylic acid